2-(6-(3-(3-acetylphenyl)ureido)-4-oxoquinazolin-3(4H)-yl)-N-(2-fluorophenyl)acetamide C(C)(=O)C=1C=C(C=CC1)NC(NC=1C=C2C(N(C=NC2=CC1)CC(=O)NC1=C(C=CC=C1)F)=O)=O